2-[3-[[(3R)-1-ethyl-3-piperidinyl]amino]-5-methyl-1,2,4-triazin-6-yl]-5-(trifluoromethoxy)phenol C(C)N1C[C@@H](CCC1)NC=1N=NC(=C(N1)C)C1=C(C=C(C=C1)OC(F)(F)F)O